3-Chloro-5-(trifluoromethyl)pyridin ClC=1C=NC=C(C1)C(F)(F)F